COC(C(CC=C(C)C)(C)C)OC 6,6-dimethoxy-2,5,5-trimethyl-2-hexene